C1(=CC=CC=C1)SC=1C=NC2=CC=CC=C2C1 3-(phenylthio)quinoline